3-((6-fluoroquinolin-4-yl)amino)-N-(2-methyl-5-(pyridin-4-ylamino)phenyl)benzamide FC=1C=C2C(=CC=NC2=CC1)NC=1C=C(C(=O)NC2=C(C=CC(=C2)NC2=CC=NC=C2)C)C=CC1